FC1=CC=C(C=C1)C1SCC(N1C1=C(C=C(C(=O)NCC2=CC(=CC=C2)C(F)(F)F)C=C1)C)=O 4-[2-(4-Fluorophenyl)-4-oxo-1,3-thiazolidin-3-yl]-3-methyl-N-[3-(trifluoromethyl)benzyl]benzamide